4-(cyclobutylamino)-6-((8-(morpholine-4-carbonyl)-2,3-dihydrobenzo[b][1,4]dioxin-5-yl)amino)-1H-pyrrolo[2,3-b]pyridine-3-carbonitrile C1(CCC1)NC1=C2C(=NC(=C1)NC1=CC=C(C=3OCCOC31)C(=O)N3CCOCC3)NC=C2C#N